N-((S)-1-((S)-3-((S)-sec-butyl)-2-oxo-2,3,4,5-tetrahydro-1H-benzo[e][1,4]diazepine-4-carbonyl)piperidin-3-yl)methanesulfonamide [C@H](C)(CC)[C@@H]1N(CC2=C(NC1=O)C=CC=C2)C(=O)N2C[C@H](CCC2)NS(=O)(=O)C